bispentamethylcyclopentadienyltitanium dibromide [Br-].[Br-].CC1=C(C(=C(C1([Ti+3])C)C)C)C.CC1=C(C(=C(C1([Ti+3])C)C)C)C